[Br-].OCC[NH+](OCC)OCC 2-hydroxy-N,N-di(2-ethoxy)ethyl-ammonium bromide